Cl.O1CNC(C1)C(=O)O 4-oxazolidinecarboxylic acid, hydrochloride